OC(C)C1=CC(=NN1COCC[Si](C)(C)C)C(=O)N1CC2(CN(C2)C(C(C)(C)C)=O)C1 1-(6-(5-(1-Hydroxyethyl)-1-((2-(trimethylsilyl)ethoxy)methyl)-1H-pyrazole-3-carbonyl)-2,6-diazaspiro[3.3]heptan-2-yl)-2,2-dimethylpropan-1-one